FC(C(=O)N1CCC2(CC1)CCN(CC2)C2=C(C=C(C(=C2)OC)[N+](=O)[O-])C=2C=NN(C2)C)(F)F 2,2,2-trifluoro-1-(9-(5-methoxy-2-(1-methyl-1H-pyrazol-4-yl)-4-nitrophenyl)-3,9-diazaspiro[5.5]undecane-3-yl)ethane-1-one